OC(C=1NC(=NN1)C=1C=C(OC2=C(C=3C=CNC3C=C2)C(=O)OC)C=CC1)C1=CN=CS1 methyl 5-(3-(5-(hydroxy(thiazol-5-yl)methyl)-4H-1,2,4-triazol-3-yl)phenoxy)-1H-indole-4-carboxylate